tert-butyl ((5-chloro-4-oxo-7-(4,4,5,5-tetramethyl-1,3,2-dioxaborolan-2-yl)-3,4-dihydrophthalazin-1-yl)methyl)carbamate ClC1=C2C(NN=C(C2=CC(=C1)B1OC(C(O1)(C)C)(C)C)CNC(OC(C)(C)C)=O)=O